(R)-3-((R)-2-(6-aminopyridazine-3-carboxamido)-2-(3-fluoro-4-phosphonophenyl)acetamido)-2-hydroxy-3,4-dihydro-2H-benzo[e][1,2]oxaborinine-8-carboxylic acid NC1=CC=C(N=N1)C(=O)N[C@@H](C(=O)N[C@@H]1B(OC2=C(C1)C=CC=C2C(=O)O)O)C2=CC(=C(C=C2)P(=O)(O)O)F